SCCCC1=C(C=CC=C1)P(C1=CC=CC=C1)C1=CC=CC=C1 mercaptopropyl-triphenylphosphine